1-benzyl-3,3-dimethylpiperidin C(C1=CC=CC=C1)N1CC(CCC1)(C)C